ClC=1N=C(SC1)C=1N=NN(C1)[C@@H]1[C@H]([C@@H](SC=2C(=NC=C(C2)Cl)C#N)O[C@@H]([C@@H]1O)CO)OC 5-chloro-2-cyanopyridin-3-yl 3-[4-(4-chlorothiazol-2-yl)-1H-1,2,3-triazol-1-yl]-3-deoxy-2-O-methyl-1-thio-alpha-D-galactopyranoside